NC1(CCN(CC1)C1=NC=2C(=NC=C(N2)SC2=C(C#N)C=CC=C2)N1)C 2-((2-(4-amino-4-methylpiperidin-1-yl)-1H-imidazo[4,5-b]pyrazin-5-yl)thio)benzonitrile